2-(4-{[(3S,3aR,6S,6aR)-6-methoxyhexahydrofuro[3,2-b]furan-3-yl]oxy}-3-(1H-tetrazol-1-yl)phenyl)-4-methylthiazole-5-carboxylic acid CO[C@H]1CO[C@H]2[C@@H]1OC[C@@H]2OC2=C(C=C(C=C2)C=2SC(=C(N2)C)C(=O)O)N2N=NN=C2